C1(=CC=C(C=C1)[S@](=O)OCC)C1=CC=CC=C1 Ethyl (R)-[1,1'-biphenyl]-4-sulfinate